6-((5-Ethyl-3-(6-methylpyridin-3-yl)isoxazol-4-yl)methoxy)-N-(tetrahydropyran-4-yl)pyridazin-3-carboxamid C(C)C1=C(C(=NO1)C=1C=NC(=CC1)C)COC1=CC=C(N=N1)C(=O)NC1CCOCC1